N1CCC(CC1)N1CCN(CC1)C=1C=C(C=CC1)N[C@H]1C(NC(CC1)=O)=O (R)-3-((3-(4-(Piperidin-4-yl)piperazin-1-yl)phenyl)amino)piperidine-2,6-dione